Methyl (E)-3-(4'-ethyl-5-((4-methylbenzyl)carbamoyl)-[1,1'-biphenyl]-3-yl)acrylate C(C)C1=CC=C(C=C1)C1=CC(=CC(=C1)C(NCC1=CC=C(C=C1)C)=O)/C=C/C(=O)OC